4-{4-[4-Methyl-3-(4-pyridin-3-yl-pyrimidin-2-ylamino)-benzoylamino]-phenyl}-piperidine-1-carboxylic acid ethyl ester C(C)OC(=O)N1CCC(CC1)C1=CC=C(C=C1)NC(C1=CC(=C(C=C1)C)NC1=NC=CC(=N1)C=1C=NC=CC1)=O